Cl.NC(C(=O)NC=1SC=CN1)C1=C(C=CC(=C1)F)OC 2-Amino-2-(5-fluoro-2-methoxy-phenyl)-N-thiazol-2-yl-acetamide hydrochloride